(+)-(-)-Creatine Phosphate P(=O)(O)(O)O.O=C(O)CN(C)C(N)=N